[2-(2-diphenylphosphanylphenoxy)phenyl]-diphenyl-phosphane C1(=CC=CC=C1)P(C1=C(OC2=C(C=CC=C2)P(C2=CC=CC=C2)C2=CC=CC=C2)C=CC=C1)C1=CC=CC=C1